[N+](=O)([O-])C=1C=CC(=C2CCOC21)S D-7-nitro-2,3-dihydrobenzofuran-4-thiol